ClC1=NC=C(C=C1NS(=O)(=O)C)C=1C=C2C(=NC=NC2=CC1)NC(C)C1=CC(=CC=C1)F N-(2-chloro-5-(4-((1-(3-fluorophenyl)-ethyl)amino)quinazolin-6-yl)pyridin-3-yl)methanesulfonamide